ClC1=C(C(=O)N)C=CC(=C1)NC1=NC=C(C(=N1)N[C@H](CO)C1=CC=CC=C1)C1=NNC(=C1)C 2-chloro-4-[[4-[[(1S)-2-hydroxy-1-phenyl-ethyl]amino]-5-(5-methyl-1H-pyrazol-3-yl)pyrimidin-2-yl]amino]benzamide